2-[[(1R)-1-[2-(6-Azaspiro[2.5]octan-6-yl)-3,6-dimethyl-4-oxo-chromen-8-yl]ethyl]amino]benzoic acid C1CC12CCN(CC2)C=2OC1=C(C=C(C=C1C(C2C)=O)C)[C@@H](C)NC2=C(C(=O)O)C=CC=C2